ClC1=NC=2N(C(=C1)N(C(OC(C)(C)C)=O)C1=CC(=CC(=C1)C)C(F)(F)F)N=CC2C2CCC2 tert-butyl (5-chloro-3-cyclobutylpyrazolo[1,5-a]pyrimidin-7-yl)(5-methyl-3-trifluoromethylphenyl)carbamate